Malic acid sodium salt [Na+].C(C(O)CC(=O)[O-])(=O)[O-].[Na+]